(3S,8R,9S,10R,13S,14S)-10,13-dimethyl-17-(pyridin-3-yl)2,3,4,7,8,9,10,11,12,13,14,15-dodecahydro-1H-cyclopenta[a]phenanthren-3-ol C[C@]12[C@H]3CC[C@@]4(C(=CC[C@H]4[C@@H]3CC=C2C[C@H](CC1)O)C=1C=NC=CC1)C